(bromomethyl)-3-(3-chlorophenyl)-1-phenyl-1H-pyrazole BrCC=1C(=NN(C1)C1=CC=CC=C1)C1=CC(=CC=C1)Cl